3-[[3-(2-chloro-6-methyl-4-pyridinyl)-2-(3-cyanophenyl)pyrazolo[1,5-a]pyrimidin-5-yl]amino]bicyclo[1.1.1]pentane-1-carboxylic acid ClC1=NC(=CC(=C1)C=1C(=NN2C1N=C(C=C2)NC21CC(C2)(C1)C(=O)O)C1=CC(=CC=C1)C#N)C